C1(=CC=CC=C1)[Si](C1=CC=CC=C1)(C1=CC=CC=C1)OC(=C(F)F)CCCC 1-butyl-2,2-difluorovinyl triphenylsilyl ether